ClC\C(\C)=N\NC(=O)OC(C)(C)C tert-butyl (E)-2-(1-chloropropan-2-ylidene)hydrazine-1-carboxylate